(2'-chloro-3,6-difluoro-[2,4'-bipyridyl]-3'-yl)carbamic acid tert-butyl ester C(C)(C)(C)OC(NC=1C(=NC=CC1C1=NC(=CC=C1F)F)Cl)=O